2-tert-butyl 3-methyl (3S,8aR)-hexahydropyrrolo[1,2-a]pyrazine-2,3(1H)-dicarboxylate C1[C@@H]2N(C[C@H](N1C(=O)OC(C)(C)C)C(=O)OC)CCC2